COC1=C(CN2C3(CC3)CN(CC2)CC2=C3CCN([C@@H](C3=CC=C2)CC)C(=O)OC(C)(C)C)C(=CC(=C1)C1=CN(C(C(=C1C)C)=O)C)OC |r| Racemic-tert-butyl 5-((4-(2,6-dimethoxy-4-(1,4,5-trimethyl-6-oxo-1,6-dihydropyridin-3-yl)benzyl)-4,7-diazaspiro[2.5]octan-7-yl)methyl)-1-ethyl-3,4-dihydroisoquinoline-2(1H)-carboxylate